2-chloro-4-{[1,2,4]triazolo[1,5-a]pyridin-5-yl}benzonitrile ClC1=C(C#N)C=CC(=C1)C1=CC=CC=2N1N=CN2